(S)-3-amino-7-((4-hydroxy-4-methylpentyl)oxy)-5-methyl-2,3-dihydrobenzo[b][1,4]oxazepin-4(5H)-one hydrochloride Cl.N[C@@H]1C(N(C2=C(OC1)C=CC(=C2)OCCCC(C)(C)O)C)=O